C1(=CC(=CC=C1)C(C(=O)O)C)C (m-tolyl)propionic acid